(R)-7-Ethyl-4-(3-(methylamino)azetidin-1-yl)-7,8-dihydro-6H-pyrimido[5,4-b][1,4]oxazin-2-amine C(C)[C@H]1NC2=C(OC1)C(=NC(=N2)N)N2CC(C2)NC